4-(5-Bromopyridin-2-yl)-3-oxopiperazine-1-carboxylic acid BrC=1C=CC(=NC1)N1C(CN(CC1)C(=O)O)=O